tert-butyl 4-(4-(3-([1,1'-biphenyl]-2-yl)furo[3,2-b]pyridin-6-yl)phenyl)piperazine-1-carboxylate C1(=C(C=CC=C1)C1=COC=2C1=NC=C(C2)C2=CC=C(C=C2)N2CCN(CC2)C(=O)OC(C)(C)C)C2=CC=CC=C2